methoxyazetidin CON1CCC1